NCCNCCNCCNCCNCCN Pentaethylen-hexamin